4-[[(4,5,6,7,8,9-Hexahydrocycloocta[b]thiophen-2-ylcarbonyl)amino]methyl]-N,N-dimethyloxane-4-carboxamide S1C2=C(C=C1C(=O)NCC1(CCOCC1)C(=O)N(C)C)CCCCCC2